toluenesulfonic acid tin [Sn].C(C1=CC=CC=C1)S(=O)(=O)O